C(N)(=O)C1=C(C=C(C=C1)C1=CC(=C(C=C1)F)F)N1CC2=CC=CC=C2C1=O 2-(4-Carbamoyl-3',4'-difluorobiphenyl-3-yl)-3-oxo-2,3-dihydro-1H-isoindole